C(C(=O)OC1C(=CC(=CC1=C=O)Cl)OCC(C(C)C)Cl)(=O)OC1C(=CC(=CC1=C=O)Cl)OCC(C(C)C)Cl bis(2,4-dichloro-6-carbonylisopentyloxyphenyl) oxalate